3-(2-ethoxypyridin-3-yl)-6-[(2R)-2-ethyl-4-[6-methoxy-2-(trifluoromethyl)pyridine-3-carbonyl]piperazin-1-yl]-2-fluoro-N-[(3R)-pyrrolidin-3-yl]benzamide C(C)OC1=NC=CC=C1C=1C(=C(C(=O)N[C@H]2CNCC2)C(=CC1)N1[C@@H](CN(CC1)C(=O)C=1C(=NC(=CC1)OC)C(F)(F)F)CC)F